4-[3-[2,6-dichloro-4-[(3,3-dichloro-2-propen-1-yl)oxy]phenoxy]propoxy]-2-methoxy-6-(trifluoromethyl)pyrimidine ClC1=C(OCCCOC2=NC(=NC(=C2)C(F)(F)F)OC)C(=CC(=C1)OCC=C(Cl)Cl)Cl